FC1=C(C=NN=C2NC(C(N2)CC(=O)Cl)=O)C(=CC=C1)F 2-(2-((2,6-difluorobenzylidene)hydrazineylidene)-5-oxoimidazolidine-4-yl)acetyl chloride